((4-methoxy-3,5-dimethylpyridin-2-yl)methyl)(4-(2-(trifluoromethyl)pyridin-4-yl)thiophen-2-yl)carbamic acid tert-butyl ester C(C)(C)(C)OC(N(C=1SC=C(C1)C1=CC(=NC=C1)C(F)(F)F)CC1=NC=C(C(=C1C)OC)C)=O